C(C=CCCCC)=O hepta-2-enal